N-{4-[(1R)-1-methanesulfonylethyl]phenyl}-7-{8-methyl-1H,2H,3H-pyrido[2,3-b][1,4]oxazin-7-yl}-5H,6H,7H,8H-pyrido[3,4-d]pyrimidin-2-amine CS(=O)(=O)[C@H](C)C1=CC=C(C=C1)NC=1N=CC2=C(N1)CN(CC2)C2=C(C1=C(OCCN1)N=C2)C